4,9-bishydroxymethyl-tricyclo[5.2.1.02,6]decane OCC1CC2C3C(CC(C2C1)C3)CO